C(C)(C)(C)C1=CC=C(C=C1)S(S(=O)(=O)C1=CC=C(C=C1)C(C)(C)C)(=O)=O bis(4-tert-butylphenyl) disulfone